N-(2-(piperidin-4-yl)propyl)thiodiamide hydrochloride Cl.N1CCC(CC1)C(C[N-]S[NH-])C